ClC(CCCl)OP(=O)([O-])[O-] (1,3-dichloro propyl)-phosphate